FC1=CC=C(COC=2C=3C4=C(N(C3C=CC2)C)CCN(CC4)C)C=C1 10-((4-fluorobenzyl)oxy)-3,6-dimethyl-1,2,3,4,5,6-hexahydroazepino[4,5-b]indole